1'-[5-(1,1-dimethylethyl)-3-methyl-1,2-phenylene] dibenzoate C(C1=CC=CC=C1)(=O)OC1=C(C(=CC(=C1)C(C)(C)C)C)OC(C1=CC=CC=C1)=O